4-(3,6-dimethoxy-9H-carbazol-9-yl)butylphosphonic acid COC=1C=CC=2N(C3=CC=C(C=C3C2C1)OC)CCCCP(O)(O)=O